Cl.Cl.Cl.NC1(CCN(CC1)C1=NC2=CC=C(C=C2C(=N1)NC1=NNC(=C1F)C1CC1)C=1CCNCC1)C 2-(4-amino-4-methylpiperidin-1-yl)-N-(5-cyclopropyl-4-fluoro-1H-pyrazol-3-yl)-6-(1,2,3,6-tetrahydropyridin-4-yl)quinazolin-4-amine, tri-hydrochloride